COCCOCC(=O)OC(C)Cl 1-chloroethyl 2-(2-methoxyethoxy)acetate